N-(5-(4-fluorobenzyl)pyridin-2-yl)-1-methyl-6-oxo-1,4,5,6-tetrahydropyridazine-3-carboxamide FC1=CC=C(CC=2C=CC(=NC2)NC(=O)C2=NN(C(CC2)=O)C)C=C1